methyl methacrylate ethyl-acrylate C(C)OC(C=C)=O.C(C(=C)C)(=O)OC